bicyclo[2.2.1]heptane-2,6-d C12C(CC(CC1[2H])C2)[2H]